C(#N)[C@H]1N(CC(C1)(F)F)C(=O)OC(C)(C)C tert-butyl (S)-2-cyano-4,4-difluoropyrrolidine-1-carboxylate